N1=CC=C(C=C1)NNC1=C(C=CC=C1)O (pyridine-4-yl-diazanyl)phenol